2-((3-methyl-4-((1-methylpiperidin-4-yl)oxy)phenyl)amino)pyrido[4,3-d]pyrimidine CC=1C=C(C=CC1OC1CCN(CC1)C)NC=1N=CC2=C(N1)C=CN=C2